FC1=C(C=CC(=C1F)C)C1CCN(CC1)C(=O)C1CC2(C1)NC(OC2)=O (2s,4s)-2-(4-(2,3-difluoro-4-methylphenyl)piperidine-1-carbonyl)-7-oxa-5-azaspiro[3.4]octan-6-one